(S)-8-(4-chloro-2-fluorophenyl)-6-(2,2-dimethyl-6-(2-methylpyridin-4-yl)morpholino)-2,3-dimethylpyrido[3,4-d]pyrimidin-4(3H)-one ClC1=CC(=C(C=C1)C1=NC(=CC2=C1N=C(N(C2=O)C)C)N2CC(O[C@H](C2)C2=CC(=NC=C2)C)(C)C)F